3-(2-azaspiro[4.4]nonan-2-yl)propanamide C1N(CCC12CCCC2)CCC(=O)N